2-(1-(((1R,5S,8s)-3-oxabicyclo[3.2.1]octan-8-yl)amino)pyrido[3,4-d]pyridazin-4-yl)-3-fluoro-5-methylphenol [C@@H]12COC[C@@H](CC1)C2NC2=C1C(=C(N=N2)C2=C(C=C(C=C2F)C)O)C=NC=C1